C(=O)C=1C=C(C=2N(C1)C=CN2)C(=O)NC2=CC(=CC=C2)C2(CC(C2)C)C2=NN=CN2C 6-formyl-N-(3-((1s,3s)-3-methyl-1-(4-methyl-4H-1,2,4-triazol-3-yl)cyclobutyl)phenyl)imidazo[1,2-a]pyridine-8-carboxamide